C(C)(C)(C)OC(N(C1=NC(=NC(=C1)CC)Cl)C(=O)OC(C)(C)C)=O (Tert-Butoxycarbonyl)(2-chloro-6-ethylpyrimidin-4-yl)carbamic acid tert-butyl ester